α-naphthyldiazonium C1(=CC=CC2=CC=CC=C12)[N+]#N